NC=1N=C(C2=C(N1)C=CN(C2=O)CC2=NC=C(C=N2)CN2CCCC2)NCCCC 2-amino-4-(butylamino)-6-((5-(pyrrolidin-1-ylmethyl)pyrimidin-2-yl)methyl)pyrido[4,3-d]pyrimidin-5(6H)-one